4-(7-octenoxy)-3,5-bisallyloxybenzoic acid C(CCCCCC=C)OC1=C(C=C(C(=O)O)C=C1OCC=C)OCC=C